5-(2-(2-Fluoro-5-((6-fluoro-4-methyl-1H-indol-5-yl)oxy)phenyl)-1H-imidazol-5-yl)-5-(3-iodophenyl)tetrahydrofuran-3-ol FC1=C(C=C(C=C1)OC=1C(=C2C=CNC2=CC1F)C)C=1NC(=CN1)C1(CC(CO1)O)C1=CC(=CC=C1)I